C1(CCCCC1)(N)N (1S,2S)-(-)-cyclohexanediamine